COC1=CC=C(C=C1)C(OC[C@@]1(O[C@H](CN(C1)C(C)C)N1C2=NC=NC(=C2N=C1)NC(C1=CC=CC=C1)=O)COP(N(C(C)C)C(C)C)OCCC#N)(C1=CC=CC=C1)C1=CC=C(C=C1)OC N-[9-[(2R,6R)-6-[[bis(4-methoxyphenyl)-phenyl-methoxy]methyl]-6-[[2-cyanoethoxy-(diisopropylamino)phosphanyl]oxymethyl]-4-isopropyl-morpholin-2-yl]purin-6-yl]benzamide